tris(dibenzylidenacetone) dipalladium [Pd].[Pd].C(C1=CC=CC=C1)=CC(=O)C=CC1=CC=CC=C1.C(C1=CC=CC=C1)=CC(=O)C=CC1=CC=CC=C1.C(C1=CC=CC=C1)=CC(=O)C=CC1=CC=CC=C1